C(#N)C1=NC(=CC=C1N1C[C@@H](CCC1)CC(=O)O)C=1N=NN(C1CN1C(C=CC(=C1)CCC)=O)C (S)-2-(1-(2-cyano-6-(1-methyl-5-((2-oxo-5-propylpyridin-1(2H)-yl)methyl)-1H-1,2,3-triazol-4-yl)pyridin-3-yl)piperidin-3-yl)acetic acid